O[C@H]1[C@@H](O[C@@H]([C@H]1O)CO)N1C2=NC=NC(=C2N=C1)NCCC=O 3-{9-[(2R,3R,4S,5R)-3,4-Dihydroxy-5-(hydroxymethyl)tetrahydrofur-2-yl]-N-adenineyl}propionaldehyde